(S)-1-(2-((2,5-Bis(trifluoromethyl)pyrazolo[1,5-a]pyrimidin-7-yl)amino)-1-(4-fluorophenyl)ethyl)-3-methylazetidin-3-ol FC(C1=NN2C(N=C(C=C2NC[C@H](C2=CC=C(C=C2)F)N2CC(C2)(O)C)C(F)(F)F)=C1)(F)F